(S)-3-amino-6-(2-fluoro-5-(1-methyl-1H-pyrazol-4-yl)phenyl)-N-(piperidin-3-yl)pyrazine-2-carboxamide NC=1C(=NC(=CN1)C1=C(C=CC(=C1)C=1C=NN(C1)C)F)C(=O)N[C@@H]1CNCCC1